C(C)OCC1(CCN(CC1)NC1=CC=CC=C1)C [4-(ethoxymethyl)-4-methylpiperidin-1-yl]aniline